C(CCC)[Sn](C1=NC(=NC=C1)SC)(CCCC)CCCC tributyl-(2-methylthiopyrimidin-4-yl)tin